tetralone C1CC2=CC=CC=C2C(=O)C1